N-(1-(4,4-difluorocyclohexyl)-2-methyl-1H-benzimidazol-6-yl)-4-(2-hydroxyethylsulfonamido)-2-(6-azaspiro[2.5]oct-6-yl)benzamide FC1(CCC(CC1)N1C(=NC2=C1C=C(C=C2)NC(C2=C(C=C(C=C2)NS(=O)(=O)CCO)N2CCC1(CC1)CC2)=O)C)F